(S)-6-(2-chlorophenyl)-5-methyl-2-((4-(4-methylpiperazin-1-yl)-3-(trifluoromethyl)phenyl)amino)-8-(1-propylpiperidin-3-yl)pyrido[2,3-d]pyrimidin-7(8H)-one ClC1=C(C=CC=C1)C1=C(C2=C(N=C(N=C2)NC2=CC(=C(C=C2)N2CCN(CC2)C)C(F)(F)F)N(C1=O)[C@@H]1CN(CCC1)CCC)C